ClC=1C(=NC(=NC1)N1CC(CC1)C1=C(C=2N(C=C1)C(=NN2)COCC)C(F)(F)F)OCC 7-[1-(5-chloro-4-ethoxy-pyrimidin-2-yl)pyrrolidin-3-yl]-3-(ethoxymethyl)-8-(trifluoromethyl)-[1,2,4]triazolo[4,3-a]pyridine